OC(C1=CNC2=C1C1=C(NC(C(N1)(C)COC)=O)C=N2)C2=CC=C(C=C2)OC2=CC=CC=C2 9-(hydroxy(4-phenoxyphenyl)methyl)-2-(methoxymethyl)-2-methyl-1,2,4,7-tetrahydro-3H-pyrrolo[3',2':5,6]pyrido[3,4-b]pyrazin-3-one